3-fluoro-5-(((2aS,3S)-1,1,2,2,3-pentafluoro-2a-hydroxy-4-oxo-2,2a,3,4-tetrahydro-1H-cyclopenta[cd]inden-5-yl)oxy)benzonitrile FC=1C=C(C#N)C=C(C1)OC1=C2C=3[C@@](C(C(C3C=C1)(F)F)(F)F)([C@@H](C2=O)F)O